6-[(4-methylpiperazin-1-yl)methyl]pyrido[2,3-d]pyrimidin-7-one CN1CCN(CC1)CC1C=C2C(N=CN=C2)=NC1=O